C(C1=CC=CC=C1)(=S)OC1=CC=CC=C1 O-phenyl thiobenzoate